FC=1C=C2C=CC=3N=C(SC3C2=CC1)NC(=O)[C@H]1N(CC1)C(=O)OC(C)(C)C Tert-butyl (S)-2-((7-fluoronaphtho[2,1-d]thiazol-2-yl)carbamoyl)azetidine-1-carboxylate